C1=C(CCC1)CCO cyclopentene-2-ethanol